C(C)NC(=O)C1=CC2=C(C(N(C=C2C2=CC(=CC(=C2)C)OC2=CC(=C(C=C2)C)NC(COC)=O)C)=O)N1 N-Ethyl-4-(3-(3-(2-methoxyacetamido)-4-methylphenoxy)-5-methylphenyl)-6-methyl-7-oxo-6,7-dihydro-1H-pyrrolo[2,3-c]pyridine-2-carboxamide